(2-hydroxyethyl)triethylammonium bromide [Br-].OCC[N+](CC)(CC)CC